4-(4-bromophenyl)-2-methyl-1-{[2-(trimethylsilyl)ethoxy]methyl}imidazole BrC1=CC=C(C=C1)C=1N=C(N(C1)COCC[Si](C)(C)C)C